4-(2-oxo-1,2-dihydroquinolin-4-yl)piperazine O=C1NC2=CC=CC=C2C(=C1)N1CCNCC1